[Br-].C(=C)[N+]1=CN(C=C1)CC1=CC=CC=C1 3-vinyl-1-(phenylmethyl)-1H-imidazolium bromide